C(CCCCC)SC(C=O)CC hexylthiobutanal